NC(=O)C1=CC=CC2=CN(N=C12)C1=CC=C(C[NH2+]CC2C[NH+](CC2)CC2=CC=CC=C2)C=C1 3-[({4-[7-(aminocarbonyl)-2H-indazole-2-yl]benzyl}ammonio)methyl]-1-benzylpyrrolidinium